O=C1NC(CCC1C1=COC2=C1C=C(C(=C2)F)C#CCNC(C2=NC=C(C=C2)C=2N=CC1=C(C=CC=C1C2)C2=CC1=C(N(C(N1C)=O)C)C(=C2)C(C)C)=O)=O N-(3-(3-(2,6-dioxo-piperidin-3-yl)-6-fluorobenzofuran-5-yl)prop-2-yn-1-yl)-5-(8-(7-isopropyl-1,3-dimethyl-2-oxo-2,3-dihydro-1H-benzo[d]imidazol-5-yl)isoquinolin-3-yl)picolinamide